FC=1C(=NC=CC1SC1=NN(C2=NC(=CN=C21)N2CCC(CC2)(C)NC(OC(C)(C)C)=O)CC2=CC=C(C=C2)OC)NCC2=CC=C(C=C2)OC tert-butyl (1-(3-((3-fluoro-2-((4-methoxybenzyl)amino)pyridin-4-yl)thio)-1-(4-methoxybenzyl)-1H-pyrazolo[3,4-b]pyrazin-6-yl)-4-methylpiperidin-4-yl)carbamate